5-nitro-6-((oxetan-2-ylmethyl)amino)picolinic acid methyl ester COC(C1=NC(=C(C=C1)[N+](=O)[O-])NCC1OCC1)=O